(2R)-3-(4-cyano-1H-pyrazol-1-yl)-2-{[(1,2,3,5,6,7-hexahydro-s-indacen-4-yl)carbamoyl]oxy}propanoic acid C(#N)C=1C=NN(C1)C[C@H](C(=O)O)OC(NC1=C2CCCC2=CC=2CCCC12)=O